BrC1=NN(C2=C1N=C(N=C2O)NC(=O)OC)CC2=C(C=C(C=N2)C=2CCN(CC2)C(=O)OC(C)(C)C)OC tert-butyl 6-((3-bromo-7-hydroxy-5-((methoxycarbonyl) amino)-1H-pyrazolo[4,3-d]pyrimidin-1-yl) methyl)-5-methoxy-3',6'-dihydro-[3,4'-bipyridine]-1'(2'H)-carboxylate